3-amino-N-{2-[3-amino-4-(2-methoxy-2-methylpropoxy)pyrrolidin-1-yl]-5,6,7,8-tetrahydroquinolin-6-yl}-6-methylthieno[2,3-b]pyridine-2-carboxamide NC1=C(SC2=NC(=CC=C21)C)C(=O)NC2CC=1C=CC(=NC1CC2)N2CC(C(C2)OCC(C)(C)OC)N